7-[(1-Methylindol-5-yl) amino]-1-oxo-isoindoline-2-carboxylate CN1C=CC2=CC(=CC=C12)NC=1C=CC=C2CN(C(C12)=O)C(=O)[O-]